(1R,2R,3S,4R,5S)-1-(2-(2-amino-3-methoxyquinolin-7-yl)ethyl)-4-(4-amino-7H-pyrrolo[2,3-d]pyrimidin-7-yl)bicyclo[3.1.0]hexane-2,3-diol NC1=NC2=CC(=CC=C2C=C1OC)CC[C@@]12[C@H]([C@H]([C@@H]([C@H]2C1)N1C=CC2=C1N=CN=C2N)O)O